6-Ethoxy-4-(6-fluoro-3-pyridinyl)pyrazolo[1,5-a]pyridine-3-carbonitrile C(C)OC=1C=C(C=2N(C1)N=CC2C#N)C=2C=NC(=CC2)F